BrC1=CC=C(C(=C1C=O)F)F 6-bromo-2,3-difluorobenzene-1-carboxaldehyde